((1r,4r)-4-((2-((1-methyl-1H-pyrazol-4-yl)amino)-7H-pyrrolo[2,3-d]pyrimidin-4-yl)amino)cyclohexyl)methanol CN1N=CC(=C1)NC=1N=C(C2=C(N1)NC=C2)NC2CCC(CC2)CO